5-(imidazo[1,2-a]pyridin-6-yl)-N-(cis-3-methoxycyclobutyl)pyrrolo[2,1-f][1,2,4]triazin-2-amine N=1C=CN2C1C=CC(=C2)C=2C=CN1N=C(N=CC12)N[C@@H]1C[C@@H](C1)OC